butyl N-[(4-methoxyphenyl)methyl]-N-[2-({2-[(2R)-pyrrolidin-2-ylmethoxy]pyridin-3-yl}oxy)ethyl]carbamate COC1=CC=C(C=C1)CN(C(OCCCC)=O)CCOC=1C(=NC=CC1)OC[C@@H]1NCCC1